1,2,5-n-hexanetriol C(C(CCC(C)O)O)O